BrC1=C(C(=CC=C1)[N+](=O)[O-])N(C(OC(C)(C)C)=O)C tert-butyl (2-bromo-6-nitrophenyl)(methyl)carbamate